6-fluoroindan-1-amine FC1=CC=C2CCC(C2=C1)N